C(C)(C)(C)OC(=O)N1CCC(CC1)OC=1C=CC(=NC1)C(=O)O 5-((1-(tert-butoxycarbonyl)piperidin-4-yl)oxy)picolinic acid